7-(benzyloxy)-3-(1-methoxy-2-methylpropan-2-yl)-3,4-dihydropyrazino[1,2-b]indazole C(C1=CC=CC=C1)OC1=CC=CC2=C3N(N=C12)CC(N=C3)C(COC)(C)C